cyanoethyl-N,N-diisopropylamino phosphoramidite P(ON(C(C)(C)CCC#N)C(C)C)([O-])N